N1N=CC=2CCC(CC12)=O 1,4,5,7-tetra-hydroindazol-6-one